2-(n-octyl-thio)ethyl-3,5-di-tert-butyl-4-hydroxybenzoate C(CCCCCCC)SCCOC(C1=CC(=C(C(=C1)C(C)(C)C)O)C(C)(C)C)=O